[I-].C(CCC)[N+]1=C(C(C2=CC(=CC=C12)Cl)(C)C)\C=C\C=1CSC\C(\C1Cl)=C/C=C\1/N(C2=CC=C(C=C2C1(C)C)Cl)CCCC 1-butyl-2-((E)-2-((E)-5-(2-((E)-1-butyl-5-chloro-3,3-dimethylindolin-2-ylidene)ethylidene)-4-chloro-5,6-dihydro-2H-thiopyran-3-yl)vinyl)-5-chloro-3,3-dimethyl-3H-indol-1-ium iodide